7-(2,6-dimethylmorpholinyl)thiazolo[5,4-d]pyrimidin-2-amine CC1CN(CC(O1)C)C=1C2=C(N=CN1)SC(=N2)N